ClC/1=C(CCC\C1=C/O)C=O (E)-2-chloro-3-(hydroxymethylene)cyclohexene-1-carbaldehyde